CC1=NC=NC=C1C1=CC=C(C=C1)[C@@H](C)[N+]1=NOC(=C1)[N-]C(NC1=CC(=CC=C1)C(F)(F)F)=O (R)-(3-(1-(4-(4-methylpyrimidin-5-yl)phenyl)ethyl)-1,2,3-oxadiazol-3-ium-5-yl)((3-(trifluoromethyl)phenyl)carbamoyl)amide